N-(3,4-Dichlorophenyl)-2-[4-([1,2,4]triazolo[1,5-a]pyridin-7-yl)phenyl]acetamide (S)-2-methyl-1-(1-phenylethyl)-4,5-dihydro-1H-pyrrole-3-carboxylate CC=1N(CCC1C(=O)O)[C@@H](C)C1=CC=CC=C1.ClC=1C=C(C=CC1Cl)NC(CC1=CC=C(C=C1)C1=CC=2N(C=C1)N=CN2)=O